N-(4-(4-amino-7-methyl-5-(6-(1-methylpiperidin-4-yloxy)pyridin-3-yl)-7H-pyrrolo[2,3-d]pyrimidin-6-yl)phenyl)methacrylamide NC=1C2=C(N=CN1)N(C(=C2C=2C=NC(=CC2)OC2CCN(CC2)C)C2=CC=C(C=C2)NC(C(=C)C)=O)C